N-{p-[4-(4,4-difluoro-1-piperidyl)-1H-1,5,7-triazainden-2-yl]phenyl}-4-{[(S)-3-amino-4,4-difluoro-1-piperidyl]methyl}-2-pyridinecarboxamide FC1(CCN(CC1)C1=C2C=C(NC2=NC=N1)C1=CC=C(C=C1)NC(=O)C1=NC=CC(=C1)CN1C[C@@H](C(CC1)(F)F)N)F